ethyl 4-bromanyl-7-fluoranyl-8-[2,3,5-tris(fluoranyl)phenyl]quinoline-3-carboxylate BrC1=C(C=NC2=C(C(=CC=C12)F)C1=C(C(=CC(=C1)F)F)F)C(=O)OCC